O=C1NC(CCC1NC=1C=C(CN2CCN(CC2)C=2C(=CC3=C(C(C=4NC5=CC(=CC=C5C4C3=O)C#N)(C)C)C2)CC)C=CC1)=O 8-(4-(3-((2,6-dioxopiperidin-3-yl)amino)benzyl)piperazin-1-yl)-9-ethyl-6,6-dimethyl-11-oxo-6,11-dihydro-5H-benzo[b]carbazole-3-carbonitrile